NC=1C2=C(N=CN1)N1C(=C2C2=C(C=3C(=NC=CC3)N2)Cl)CN(CC1(C)C)C(=O)C1CCOCC1 (4-amino-5-(3-chloro-1H-pyrrolo[2,3-b]pyridin-2-yl)-9,9-dimethyl-8,9-dihydropyrazino[1',2':1,5]pyrrolo[2,3-d]pyrimidin-7(6H)-yl)(tetrahydro-2H-pyran-4-yl)methanone